COC1C2(CC2CO1)C(=O)NC methoxy-N-methyl-3-oxabicyclo[3.1.0]hexane-1-carboxamide